1,1,2,2,3,3,5-heptafluoro-2a-hydroxy-1,2,2a,3-tetrahydro-4H-cyclopenta-[cd]inden-4-one FC1(C(C2(C=3C(=C(C=CC13)F)C(C2(F)F)=O)O)(F)F)F